O=C1NC2=CC(=CC=C2CC1)O[C@H]1CC[C@@H](N(C1)C(=O)OC(C)(C)C)C(=O)OC 1-(tert-Butyl) 2-methyl (2R,5S)-5-((2-oxo-1,2,3,4-tetrahydroquinolin-7-yl)oxy)piperidine-1,2-dicarboxylate